6-(3-(hydroxymethyl)-1H-pyrazol-1-yl)nicotinaldehyde OCC1=NN(C=C1)C1=NC=C(C=O)C=C1